CN1N=CC(=C1)C1=NN2C(=NC=3C=CC=CC3C2=N1)NC1C(NCCC1)=O 3-{[2-(1-methyl-1H-pyrazol-4-yl)[1,2,4]triazolo[1,5-c]quinazolin-5-yl]amino}piperidin-2-one